C(C)(C)(C)OC(=O)N1C[C@H](OCC(C1)(F)F)C(=O)O (S)-4-(tert-butoxycarbonyl)-6,6-difluoro-1,4-oxazepane-2-carboxylic acid